O1C2=C(OCC1)C=C(C=C2)C(=O)NC=2C=CC(=C(C2)NC(=O)C2=CC=1C(=NC(=CC1)OCCCN1CCCC1)S2)F N-(5-(2,3-Dihydrobenzo[b][1,4]dioxine-6-carboxamido)-2-fluorophenyl)-6-(3-(pyrrolidin-1-yl)propoxy)thieno[2,3-b]pyridine-2-carboxamide